C(=C)P(OCC\C=C/CCCC)(OCCCCC(C)OP(OCC\C=C/CCCC)(=O)C=C)=O Di((Z)-oct-3-en-1-yl) hexane-1,5-diyl bis(vinylphosphonate)